ONC(=O)C1=CN=C(S1)NC(C(CC)C1=CC=C(C=C1)OC)=O 5-N-hydroxy-2-(2-(4-methoxyphenyl)butanamido)thiazole-5-carboxamide